BrC1=NNC2=NC(=CN=C21)N2CCC1([C@@H]([C@@H](OC1)C)N)CC2 (3S,4S)-8-(3-bromo-1H-pyrazolo[3,4-b]pyrazin-6-yl)-3-methyl-2-oxa-8-azaspiro[4.5]decan-4-amine